CC(C)(C1=CC=CC=C1)C1=CC=C(NC2=CC=C(C=C2)C(C)(C2=CC=CC=C2)C)C=C1 4-(1-methyl-1-phenylethyl)N-[4-[1-methyl-1-phenylethyl]phenyl]aniline